C(C)(C)(C)OC(=O)N1C[C@H](C(CC1)(F)F)NC=1C2=C(N=CN1)C(=CC(=N2)C2=CC=C(C=C2)CO)C(N)=O (3R)-3-([8-carbamoyl-6-[4-(hydroxymethyl)phenyl]pyrido[3,2-d]pyrimidin-4-yl]amino)-4,4-difluoropiperidine-1-carboxylic acid tert-butyl ester